4,4'-dichlorodiphenylsulfide C1=CC(=CC=C1SC2=CC=C(C=C2)Cl)Cl